(hydroxymethyl)phosphonium hydrochloride Cl.OC[PH3+]